C1(CC1)CN(C=1N=NC(=CC1C(=O)NC=1SC(=CN1)CC)S(=O)(=O)N1CCOCC1)C 3-((cyclopropylmethyl)(methyl)amino)-N-(5-ethylthiazol-2-yl)-6-(morpholinosulfonyl)pyridazine-4-carboxamide